The molecule is a C-glycosyl compound that is luteolin substituted at positions 8 and 6 by alpha-L-arabinopyranosyl and beta-D-glucosyl residues respectively. It has a role as a metabolite, an antioxidant and an anti-inflammatory agent. It is a tetrahydroxyflavone and a C-glycosyl compound. It derives from a luteolin. C1[C@@H]([C@@H]([C@H]([C@@H](O1)C2=C3C(=C(C(=C2O)[C@H]4[C@@H]([C@H]([C@@H]([C@H](O4)CO)O)O)O)O)C(=O)C=C(O3)C5=CC(=C(C=C5)O)O)O)O)O